ClC=1C(=C(C=CC1)C1=C(C=2N=C(N=C(C2C=N1)N1C[C@@H](NCC1)CC#N)OC[C@]12CCCN2C[C@@H](C1)F)F)C1CC1 2-((S)-4-(7-(3-chloro-2-cyclopropylphenyl)-8-fluoro-2-(((2R,7aS)-2-fluorotetrahydro-1H-pyrrolizin-7a(5H)-yl)methoxy)pyrido[4,3-d]pyrimidin-4-yl)piperazin-2-yl)acetonitrile